dibenzylbutanediol CCC(CC1=CC=CC=C1)C(CC2=CC=CC=C2)(O)O